BrC1=CN=C(S1)NC(=O)C=1C(=CC(=CC1)NCCCC)C1=CC=CC=C1 N-(5-Bromothiazol-2-yl)-5-(butylamino)-[1,1'-biphenyl]-2-carboxamide